(3R)-3-{[9-methoxy-2-(4-methoxyphenyl)[1,2,4]triazolo[1,5-c]quinazolin-5-yl]amino}azepan-2-one COC1=CC=2C=3N(C(=NC2C=C1)N[C@H]1C(NCCCC1)=O)N=C(N3)C3=CC=C(C=C3)OC